(2-[1-(aminomethyl)cyclohexyl])Acetic acid NCC1(CCCCC1)CC(=O)O